6-Chloropyrido[3,2-d]pyrimidine-2,4-diamine ClC=1C=CC=2N=C(N=C(C2N1)N)N